N-(3-(2-aminoquinazolin-6-yl)-2,4-difluorophenyl)-2,5-difluorobenzenesulfonamide NC1=NC2=CC=C(C=C2C=N1)C=1C(=C(C=CC1F)NS(=O)(=O)C1=C(C=CC(=C1)F)F)F